ClC1=CC2=C(N(C(N=C2N2[C@H](CN(CC2)C(C=C)=O)C)=O)CC(F)(F)F)N=C1C1=C(C=CC=C1O)F 6-chloro-7-(2-fluoro-6-hydroxyphenyl)-4-((2S)-2-methyl-4-(2-propenoyl)-1-piperazinyl)-1-(2,2,2-trifluoroethyl)pyrido[2,3-d]pyrimidin-2(1H)-one